4-(2-ethoxy-2-oxo-ethyl)piperidine-1-carboxylic acid tert-butyl ester C(C)(C)(C)OC(=O)N1CCC(CC1)CC(=O)OCC